5-[(3aS,4S,6aR)-2-oxo-1,3,3a,4,6,6a-hexahydrothieno[3,4-d]imidazol-4-yl]pentanoic acid O=C1N[C@H]2[C@@H](N1)CS[C@H]2CCCCC(=O)O